P(=O)(OCC1=CC=CC=C1)(OCC1=CC=CC=C1)OCC1=CC=CC=C1 tri-(phenyl methyl) phosphate